4-(6-Cyano-3-hydroxy-4-trifluoromethyl-pyridin-2-yl)-4-oxo-butyric acid C(#N)C1=CC(=C(C(=N1)C(CCC(=O)O)=O)O)C(F)(F)F